Cl(=O)(=O)(=O)[O-].C[N+](=C1C=CC(C=C1)=C(C=CC=C(C1=CC=C(C=C1)N(C)C)C1=CC=C(C=C1)N(C)C)C1=CC=C(C=C1)N(C)C)C Dimethyl(4-[1,5,5-tris(4-dimethylaminophenyl)-2,4-pentadienylidene]-2,5-cyclohexadien-1-ylidene)ammonium perchlorate